L-seryl-L-serinate N[C@@H](CO)C(=O)N[C@@H](CO)C(=O)[O-]